acryloyloxy-propyl phosphate P(=O)(OCCCOC(C=C)=O)([O-])[O-]